tert-butyl 3-[(3-fluoro-2-methoxyphenyl)carbamothioyl]-4-hydroxy-2-oxo-5,6-dihydropyridine-1-carboxylate FC=1C(=C(C=CC1)NC(=S)C=1C(N(CCC1O)C(=O)OC(C)(C)C)=O)OC